N-[4-(di-methylamino)butyl]acrylamide CN(CCCCNC(C=C)=O)C